5-(4-n-butyl-phenyl)quinoline (R)-3-(4-(2-(3,5-dichloro-4-((R)-3-chloro-2-hydroxypropoxy)phenyl)propan-2-yl)phenoxy)-2-hydroxypropyl-acetate ClC=1C=C(C=C(C1OC[C@H](CCl)O)Cl)C(C)(C)C1=CC=C(OC[C@@H](CCC(=O)O)O)C=C1.C(CCC)C1=CC=C(C=C1)C1=C2C=CC=NC2=CC=C1